1-(acetylamino)-5-trifluoromethylindole C(C)(=O)NN1C=CC2=CC(=CC=C12)C(F)(F)F